C(N)(=O)C=1C=C(C=CC1)NC(=O)C1=C(N=NC(=C1)C(F)(F)F)OC1=C(C=C(C=C1)C#N)OC N-(3-Carbamoylphenyl)-3-(4-cyano-2-methoxyphenoxy)-6-(trifluoromethyl)pyridazine-4-carboxamide